FC(CN1CCCCC1)(C)C 1-(2-fluoro-2-methylpropyl)piperidin